1-allyl-6,7-dichloro-1,3,4,9-tetrahydropyrrolo[2',3':4,5]pyrido[3,2-c][1,2,6]thiadiazine 2,2-dioxide C(C=C)N1S(NCC2=C1C1=C(C(=N2)Cl)C(=CN1)Cl)(=O)=O